N-((2-(2,6-dioxopiperidin-3-yl)-1-oxoisoindol-5-yl)methyl)pyrimidine-5-carboxamide O=C1NC(CCC1N1C(C2=CC=C(C=C2C1)CNC(=O)C=1C=NC=NC1)=O)=O